NC[C@@]12[C@@H]([C@@H]([C@H](C(OC1)O2)N2C(C1=CC=CC=C1C2=O)=O)O)O 2-((1S,2R,3R,4R)-1-(Aminomethyl)-2,3-dihydroxy-6,8-dioxabicyclo[3.2.1]octan-4-yl)isoindoline-1,3-dione